N1=NC=C2N1C=CC(=C2)C2=C(C=1CCCC1C=C2C)N 5-([1,2,3]triazolo[1,5-a]pyridin-5-yl)-6-methyl-2,3-dihydro-1H-inden-4-amine